O=C1NC(CCC1N1C(C2=CC=C(C=C2C1)NC(=O)C1=CC=C2C(=N1)C=NN2C)=O)=O N-[2-(2,6-dioxopiperidin-3-yl)-1-oxo-3H-isoindol-5-yl]-1-methylpyrazolo[4,3-b]pyridine-5-carboxamide